6-(4-((4-ethyl-1,4-diazepan-1-yl)methyl)-3-fluorophenyl)-1,4-dimethyl-2-(4-(methylsulfonyl)phenyl)-1H-benzo[d]imidazole C(C)N1CCN(CCC1)CC1=C(C=C(C=C1)C=1C=C(C2=C(N(C(=N2)C2=CC=C(C=C2)S(=O)(=O)C)C)C1)C)F